NC1CCC(CC1)OC1=NC(=CC(=C1)C=1C(=C(C=CC1)C1=CC(=C(C=C1)NC(C)=O)F)O)N1CCNCC1 N-(3'-(2-((4-aminocyclohexyl)oxy)-6-(piperazin-1-yl)pyridin-4-yl)-3-fluoro-2'-hydroxy-[1,1'-biphenyl]-4-yl)acetamide